BrC1=CC=C(O1)C=1N=CNC1 4-(5-bromofuran-2-yl)-1h-imidazole